vinyl n-dodecyl Ether C(CCCCCCCCCCC)OC=C